N-(Methylsulfonyl)-2-pyridinecarboxamide CS(=O)(=O)NC(=O)C1=NC=CC=C1